(1r,4r)-4-((5-(5-chloro-1H-indol-2-yl)-1,3,4-oxadiazol-2-yl)methyl)cyclohexane ClC=1C=C2C=C(NC2=CC1)C1=NN=C(O1)CC1CCCCC1